C(C)(C)(C)OC(=O)CCCOCCOCCOCCOCCOCCOCCNC(CNC(OCC1C2=CC=CC=C2C=2C=CC=CC12)=O)=O 1-(9H-fluoren-9-yl)-3,6-dioxo-2,10,13,16,19,22,25-heptaoxa-4,7-diaza-octacosane-28-carboxylic acid tert-butyl ester